F[P-](F)(F)(F)(F)F.N1(CCCC1)[PH+](N1CCCC1)N1CCCC1 tri-(1-pyrrolidinyl)phosphonium hexafluorophosphate